I(=O)(=O)[O-].[V+5].I(=O)(=O)[O-].I(=O)(=O)[O-].I(=O)(=O)[O-].I(=O)(=O)[O-] Vanadium iodate